CC([C@@H](C(=O)OC(C)(C)C)OCCNC1=CC=CC=C1)C tert-butyl (2S)-3-methyl-2-[2-(phenylamino)ethoxy]butanoate